C=CC(C)OC(C=C)C monobuten-3-yl ether